C1(CC1)N1N=CC(=C1)C=1C=C(C=CC1)C=1N=C(CNC1)C(=O)O 5-(3-(1-cyclopropyl-1H-pyrazol-4-yl)phenyl)-1H-pyrazine-3-carboxylic acid